[C-]1(C=CC=C1)CC(C=1N=NNC1)C(O)C(CO)(CO)CO.[CH-]1C=CC=C1.[Fe+2] (ferrocenylmethyl-1,2,3-triazolylmethyl)pentaerythritol